C(C)C1=C(C=CC(=C1)OCOCC[Si](C)(C)C)C1=CC=C2C(=NN(C2=C1F)C1OCCCC1)C=1NC=CN1 6-(2-ethyl-4-((2-(trimethylsilyl)ethoxy)methoxy)phenyl)-7-fluoro-3-(1H-imidazol-2-yl)-1-(tetrahydro-2H-pyran-2-yl)-1H-indazole